3-(4-chloro-2-fluorophenoxy)-6-methyl-2-(4-(methylsulfinyl)phenyl)-4H-pyran-4-one ClC1=CC(=C(OC2=C(OC(=CC2=O)C)C2=CC=C(C=C2)S(=O)C)C=C1)F